2-(2-(3S)-(3-(2-(7-chloro-2-quinolinyl)-vinyl-phenyl)-3-hydroxypropyl)phenyl)-2-propanol ClC1=CC=C2C=CC(=NC2=C1)C=CC1=C(C=CC=C1)[C@H](CCC1=C(C=CC=C1)C(C)(C)O)O